ClC=1C2=C(N=CN1)N(C=C2)[C@H]2[C@@H]([C@@]([C@H](O2)CO)(O)C)O (2r,3s,4r,5r)-5-(4-chloro-7H-pyrrolo[2,3-d]pyrimidin-7-yl)-2-(hydroxymethyl)-3-methyltetrahydrofuran-3,4-diol